OCC1CCN(CC1)C=1C=CC(=NC1)C(=O)OC methyl 5-[4-(hydroxymethyl)piperidin-1-yl]pyridine-2-carboxylate